3,3-dimethyl-5-(6-oxo-1,6-dihydropyridazin-3-yl)-2,3-dihydro-1H-indol-2-one CC1(C(NC2=CC=C(C=C12)C1=NNC(C=C1)=O)=O)C